C(CCCC#C)(=O)O 5-HEXYNOIC ACID